C[Si](CCOCN1C=CC2=C1N=CN=C2N2N=C1C(=C2)[C@H](NC1)CO)(C)C (S)-(2-(7-((2-(trimethylsilyl)ethoxy)methyl)-7H-pyrrolo[2,3-d]pyrimidin-4-yl)-2,4,5,6-tetrahydropyrrolo[3,4-c]pyrazol-4-yl)methanol